methyl (R)-2-((S)-2-(((allyloxy) carbonyl) (methyl) amino)-N,4-dimethylvaleramido)-2-cyclopentylacetate C(C=C)OC(=O)N([C@H](C(=O)N(C)[C@@H](C(=O)OC)C1CCCC1)CC(C)C)C